FC1(OC2=C(O1)C=CC(=C2)C2=CC(=C(C=1OC(OC12)(C1CCN(CC1)CC(F)(F)F)C)C)C(=O)NCC=1C(NC(=CC1SC)C)=O)F 2',2'-Difluoro-2,7-dimethyl-N-((6-methyl-4-(methylthio)-2-oxo-1,2-dihydropyridin-3-yl)methyl)-2-(1-(2,2,2-trifluoroethyl)piperidine-4-yl)-[4,5'-bibenzo[d][1,3]dioxole]-6-carboxamide